2-(2-hydroxy-4-methoxyphenyl)-4,6-diphenyls-triazine OC1=C(C=CC(=C1)OC)C1=NC(=NC(=N1)C1=CC=CC=C1)C1=CC=CC=C1